C(C1=CC=CC=C1)OC(=O)[C@H]1CN(S(OC1)(=O)=O)C(=O)OCC1C2=CC=CC=C2C=2C=CC=CC12 (5S)-3-(9-fluorenyl)methoxycarbonyl-2,2-dioxo-1,2,3-oxathiazinane-5-carboxylic acid benzyl ester